O=C(C(=O)OCCCCCCCC(OCC(CCCCCCC)CCC)=O)CCC(=O)OCCCCCCCC(OCC(CCCCCCC)CCC)=O Bis(8-oxo-8-((2-propylnonyl)oxy)octyl) 2-oxopentanedioate